(R,Z)-3-(1-((1-(3-Hydroxybutyl)-5-methyl-1H-pyrazol-3-yl)amino)ethylidene)-5-(4-methylpyridin-3-yl)-1H-pyrrolo[2,3-c]pyridin-2(3H)-one O[C@@H](CCN1N=C(C=C1C)N\C(\C)=C\1/C(NC2=CN=C(C=C21)C=2C=NC=CC2C)=O)C